ClC1=C(C)C=C(C(=C1)O)[N+](=O)[O-] 2-chloro-4-hydroxy-5-nitrotoluene